OC1(CC(C1)C(=O)N1CC2(C1)CCC(CC2)C2=CC=C(C=C2)C(C)C)C ((1s,3s)-3-Hydroxy-3-methylcyclobutyl)(7-(4-isopropylphenyl)-2-azaspiro[3.5]nonan-2-yl)methanone